4-((3-fluoropyridin-2-yl)thio)-6-(5-methyl-1-(6-(methylamino)spiro[3.3]heptan-2-yl)-1H-pyrazol-4-yl)pyrazolo[1,5-a]pyridine-3-carbonitrile FC=1C(=NC=CC1)SC=1C=2N(C=C(C1)C=1C=NN(C1C)C1CC3(C1)CC(C3)NC)N=CC2C#N